ClC=1C=C(C=CC1F)C(N[S@@](=O)C(C)(C)C)C1=CC=C(C=C1)C(F)(F)F (S)-N-((3-chloro-4-fluorophenyl)(4-(trifluoromethyl)phenyl)-methyl)-2-methylpropane-2-sulfinamide